FC=1C=NC=CC1COC1=CC=CC(=N1)C1CCN(CC1)C(=O)OC(C)(C)C tert-butyl 4-(6-((3-fluoropyridin-4-yl)methoxy)pyridin-2-yl)piperidine-1-carboxylate